BrC=1C(=NC=C(C1O)Br)NC(CC(OCC)OCC)=O N-(3,5-dibromo-4-hydroxypyridin-2-yl)-3,3-diethoxypropanamide